bis(2,6-bis(1,8-naphthyridin-2-yl)pyridine-4-carboxylic acid) ruthenium [Ru].N1=C(C=CC2=CC=CN=C12)C1=NC(=CC(=C1)C(=O)O)C1=NC2=NC=CC=C2C=C1.N1=C(C=CC2=CC=CN=C12)C1=NC(=CC(=C1)C(=O)O)C1=NC2=NC=CC=C2C=C1